8-methyl-4-(o-tolyl)-3,4-dihydronaphthalen-1(2H)-one CC=1C=CC=C2C(CCC(C12)=O)C1=C(C=CC=C1)C